(1R,4R,8R,9R,10R,11S,12S,13R,Z)-9-(((R)-tert-butylsulfinyl)amino)-4-fluoro-8-methyl-14-oxa-2-thiabicyclo[8.3.1]tetradec-6-ene-11,12,13-triyl tribenzoate C(C1=CC=CC=C1)(=O)O[C@H]1[C@H]2[C@@H]([C@@H](\C=C/C[C@H](CS[C@H]([C@@H]([C@H]1OC(C1=CC=CC=C1)=O)OC(C1=CC=CC=C1)=O)O2)F)C)N[S@](=O)C(C)(C)C